1-(5-{[(5-Chlorothiophen-2-yl)methyl]amino}-3-[4-(3-methylmorpholin-4-carbonyl)piperazin-2-yl]-1H-pyrazol-1-yl)-2,2-dimethylpropan-1-on ClC1=CC=C(S1)CNC1=CC(=NN1C(C(C)(C)C)=O)C1NCCN(C1)C(=O)N1C(COCC1)C